NC1=C(C(=C(C(=C1F)F)F)F)S(=O)(=O)N(C)C amino-3,4,5,6-tetrafluoro-N,N-dimethylbenzenesulfonamide